N-(1-(4-Aminophenyl)-2-(benzylamino)-2-oxoethyl)-N-(4-cyanophenyl)-propiolamide NC1=CC=C(C=C1)C(C(=O)NCC1=CC=CC=C1)N(C(C#C)=O)C1=CC=C(C=C1)C#N